N,N'-dibenzylidene-2-methyl-1,5-pentanediamine C(C1=CC=CC=C1)=NCC(CCCN=CC1=CC=CC=C1)C